CC1=C(NN=C1)C.OP(=O)(O)O The molecule is a phosphate salt obtained by reacting 3,4-dimethyl-1H-pyrazole with one equivalent of phosphoric acid. It is a nitrification inhibitor and when used on crops, it prevents nitrogen loss from soil, increases nitrogen use efficiency, and boosts crop yields. It has a role as a nitrification inhibitor. It contains a 3,4-dimethyl-1H-pyrazole.